1-pentyl-phosphonous acid C(CCCC)P(O)O